[Si]([O-])([O-])([O-])[O-].[Ge+4] (germanium) silicate